ClCCCN(CCCCCCCC)CCCCCCCC N-(3-chloropropyl)-dioctylamine